tert-butyl (R)-3-chloro-12-oxo-1-(8-oxa-5-azaspiro[3.5]nonan-5-yl)-6a,7,9,10-tetrahydro-12H-pyrazino[2,1-c]pyrido[3,4-f][1,4]oxazepine-8(6H)-carboxylate ClC1=CC2=C(C(N3[C@@H](CO2)CN(CC3)C(=O)OC(C)(C)C)=O)C(=N1)N1C3(CCC3)COCC1